BrC1=C(C=C(CNC(OC(C)(C)C)=O)C=C1)C(F)F tert-butyl (4-bromo-3-(difluoromethyl)benzyl)carbamate